C(C)(C)(C)[N+](C)(C)C N-(tert-butyl)-N,N,N-trimethylammonium